C(#N)C1=CC(=NC(=C1)NC1CCC(CC1)(F)F)N1N=C(C(=C1)C)C(=O)OCC ethyl 1-(4-cyano-6-((4,4-difluorocyclohexyl)amino)pyridin-2-yl)-4-methyl-1H-pyrazole-3-carboxylate